ClC=1C=C(C=CC1F)NC1=NC=NC2=CC(=C(C=C12)OCCCN1CCOCC1)OCCCl N-(3-chloro-4-fluorophenyl)-7-(2-chloroethoxy)-6-(3-morpholinopropoxy)quinazolin-4-amine